CP(C=1C=CC=C2C(=CNC12)C1=NC(=NC=C1C(F)(F)F)N[C@H](C(F)(F)F)CO)(C)=O (S)-Dimethyl(3-(2-((1,1,1-trifluoro-3-hydroxypropan-2-yl)amino)-5-(trifluoromethyl)pyrimidine-4-yl)-1H-indol-7-yl)phosphine oxide